ClC=1C=C(C(=O)N(C)C)C=C(N1)N1[C@@H](COCC1)C (R)-2-chloro-N,N-dimethyl-6-(3-methylmorpholino)isonicotinamide